C[N+](C=O)(C)[O-] N,N-dimethylformamide-N-oxide